FC1=CC=C(C=C1)[C@@H](C)NC(=O)C=1C(N(C2=NC=C(C=C2C1)C(=C)C)CC1=CC=C(C=C1)F)=O N-[(1R)-1-(4-fluorophenyl)ethyl]-1-[(4-fluorophenyl)methyl]-6-isopropenyl-2-oxo-1,8-naphthyridine-3-carboxamide